2-[6-[4-Chloro-3-(difluoromethoxy)phenyl]pyrazolo[4,3-b]pyridin-1-yl]-N,N-dimethyl-acetamide ClC1=C(C=C(C=C1)C=1C=C2C(=NC1)C=NN2CC(=O)N(C)C)OC(F)F